C(C)C=1C=CC(=C(C1)O)N 5-ethyl-o-aminophenol